cyclohexyl 4-isocyanato-2-(2H-tetrazol-5-yl)benzoate N(=C=O)C1=CC(=C(C(=O)OC2CCCCC2)C=C1)C=1N=NNN1